(S)-5-((4-ethyl-2-methyl-3-oxo-1-oxa-4,9-diazaspiro[5.5]undecan-9-yl)methyl)-2-fluorobenzonitrile C(C)N1C([C@@H](OC2(C1)CCN(CC2)CC=2C=CC(=C(C#N)C2)F)C)=O